OC(CN1CC2=C(N=C(N=C2)N2C=CC3=CC(=CC=C23)C#N)CC1)C=1C(=C2COC(C2=CC1)=O)C 1-(6-(2-hydroxy-2-(4-methyl-1-oxo-1,3-dihydroisobenzofuran-5-yl)ethyl)-5,6,7,8-tetrahydropyrido[4,3-d]pyrimidin-2-yl)-1H-indole-5-carbonitrile